N=1C=CN2C1C=CC(=C2)C=2C=CN1N=C(N=C(C12)OC)NC1CC(C1)(O)C 3-((5-(imidazo[1,2-a]pyridin-6-yl)-4-methoxypyrrolo[2,1-f][1,2,4]triazin-2-yl)amino)-1-methylcyclobutan-1-ol